Phenylpropynoate C1(=CC=CC=C1)OC(C#C)=O